2-(6-(Indolin-1-yl)-6-oxohexyl)phthalimide N1(CCC2=CC=CC=C12)C(CCCCCC12C(C(=O)NC1=O)C=CC=C2)=O